C1(CCCCCC1)NC(C(CC1CCN(CC1)C)N(C(CCCCCCCCCCCCC)=O)C(CCCCCCCC)CCCCCCCC)=O N-(1-(cycloheptylamino)-3-(1-methylpiperidin-4-yl)-1-oxopropan-2-yl)-N-(heptadecan-9-yl)tetradecanamide